O=C1NC(CCC1N1C(C2=CC=CC(=C2C1=O)SCCOCCC(=O)N1CCC(CC1)C1=CC=C(C(=O)N2CCC(CC2)CCCCNC(\C=C\C=2C=NC=CC2)=O)C=C1)=O)=O (E)-N-(4-(1-(4-(1-(3-(2-((2-(2,6-dioxopiperidin-3-yl)-1,3-dioxoisoindolin-4-yl)thio)ethoxy)propanoyl)piperidin-4-yl)benzoyl)piperidin-4-yl)butyl)-3-(pyridin-3-yl)acrylamide